C12NCCC(OC1=O)C2 6-oxa-2-azabicyclo[3.2.1]Octan-7-one